C(C)(C)OC1=CC(=NC=C1)NC1=NC(=NN2C1=C(C(=C2)C2=NN(C=C2)C)C)C=2N(C=CN2)C N-(4-Isopropoxypyridin-2-yl)-5-methyl-2-(1-methyl-1H-imidazol-2-yl)-6-(1-methyl-1H-pyrazol-3-yl)pyrrolo[2,1-f][1,2,4]triazin-4-amine